2-(2H-pyrazolo[3,4-c]pyridin-2-yl)ethan-1-one tert-butyl-N-[(2S)-2-[3-bromo-5-(1-ethoxyvinyl)pyrazol-1-yl]propyl]carbamate C(C)(C)(C)OC(NC[C@H](C)N1N=C(C=C1C(=C)OCC)Br)=O.N=1N(C=C2C1C=NC=C2)CC=O